C(C)(C)(C)OC(N(C1=CC=CC=C1)C1=C(C=C(C=C1)Cl)Br)=O tert-butyl-N-(2-bromo-4-chloro-phenyl)-N-phenylcarbamate